C(C)(=O)C1=CC=C(C=C1)S(=O)(=O)NCC#C 4-acetyl-N-prop-2-ynyl-benzenesulfonamide